NC=1C=CC2=C(CNCC3N2CCN(C3)C3=NC=C(C=N3)F)C1 9-amino-3-(5-fluoropyrimidin-2-yl)-2,3,4,4a,6,7-hexahydrobenzo[f]pyrazino[1,2-a][1,4]diazepin